OC1=C(C=C(C=C1)CCC(C)=O)OC 4-(4-hydroxy-3-methoxyphenyl)butan-2-one